ClC=1C=CC=C2C=C(NC12)C(=O)N(C)CC1CCCC1 7-chloro-N-(cyclopentylmethyl)-N-methyl-1H-indole-2-carboxamide